O=C1N[C@@H](C[C@H]1CC1=CC=NC=C1)C(F)(F)F 4-(((3R,5S)-2-oxo-5-(trifluoromethyl)pyrrolidin-3-yl)methyl)pyridin